(S)-4-amino-2-(4-chloro-2-fluorophenyl)-6-(2-(1-methyl-1H-pyrazol-4-yl)morpholino)nicotinic acid NC1=CC(=NC(=C1C(=O)O)C1=C(C=C(C=C1)Cl)F)N1C[C@@H](OCC1)C=1C=NN(C1)C